ClC1=C(C(=CC=C1)F)N1C=2N(C3=C(C1=O)C=NC(=N3)NC=3C=C1C(N(C(C1=CC3)(C)C)C)(C)C)C=CN2 6-(2-chloro-6-fluorophenyl)-2-[(1,1,2,3,3-pentamethyl-2,3-dihydro-1H-isoindol-5-yl)amino]imidazo[1,2-a]pyrimido[5,4-e]pyrimidin-5(6H)-one